ClC1=C(C=C(CNC(=O)C=2N=CN(C2)C2=NC(=NC=C2C)NC2CCOCC2)C=C1)CO N-(4-chloro-3-(hydroxy-methyl)-benzyl)-1-(5-methyl-2-((tetrahydro-2H-pyran-4-yl)amino)-pyrimidin-4-yl)-1H-imidazole-4-carboxamide